N-benzylpentane-1,5-diamine C(C1=CC=CC=C1)NCCCCCN